2-[[5,6-bis(4-methoxyphenyl)-1,2,4-triazin-3-yl]sulfanyl]-N-methyl-propanamide COC1=CC=C(C=C1)C=1N=C(N=NC1C1=CC=C(C=C1)OC)SC(C(=O)NC)C